BrC1=CC(=C(OCC=2C=C(C=CC2OC)/C=C/C(=O)C2=C(C=C(C=C2)O)O)C=C1)Cl (E)-3-[3-[(4-Bromo-2-chlorophenoxy)methyl]-4-methoxyphenyl]-1-(2,4-dihydroxyphenyl)prop-2-en-1-one